(4S,5S)-2-(((4S,5S)-4,5-bis(4-methoxyphenyl)imidazolidin-2-ylidene)amino)-1,3-bis(3,5-di-tert-butylbenzyl)-4,5-bis(4-methoxyphenyl)-4,5-dihydro-1H-imidazol-3-ium chloride [Cl-].COC1=CC=C(C=C1)[C@@H]1NC(N[C@H]1C1=CC=C(C=C1)OC)=NC=1N([C@H]([C@@H]([N+]1CC1=CC(=CC(=C1)C(C)(C)C)C(C)(C)C)C1=CC=C(C=C1)OC)C1=CC=C(C=C1)OC)CC1=CC(=CC(=C1)C(C)(C)C)C(C)(C)C